C1(CC1)C=1C(=C2C=NNC2=CC1)CNC(C1=CC(=C(C(=C1)F)C(F)F)F)=O N-((5-cyclopropyl-1H-indazol-4-yl)methyl)-4-(difluoromethyl)-3,5-difluorobenzamide